Alpha-methylolacrylic acid propyl ester C(CC)OC(C(=C)CO)=O